ClCC1=NC(=NO1)C=1C=C(C(=O)O)C=CC1 3-(5-(chloromethyl)-1,2,4-oxadiazole-3-yl)benzoic acid